1-(((3S)-1-((3-cyano-1-azetidinyl)sulfonyl)-3-piperidinyl)carbonyl)-N-((4R)-3,4-dihydro-2H-benzopyran-4-yl)-D-prolinamide C(#N)C1CN(C1)S(=O)(=O)N1C[C@H](CCC1)C(=O)N1[C@H](CCC1)C(=O)N[C@@H]1CCOC2=C1C=CC=C2